tetramethylthiourea uronium tetrafluoroborate F[B-](F)(F)F.[NH2+]=C(O)N.CN(C(N(C)C)=S)C